C(CCC)N1C(C2(C3=CC(=CC=C13)F)C(=CC1(C(OC3=C(C12)C=CC=C3)C3=CC=C(C=C3)C)[N+](=O)[O-])C(=O)OC)=O methyl 1'-butyl-5'-fluoro-3a-nitro-2'-oxo-4-(p-tolyl)-3a,9b-dihydro-4H-spiro[cyclopenta[c]benzopyran-1,3'-indoline]-2-carboxylate